COC(C(CCOC(C)(C)C)N1OCN(OC1)C1=C(C=CC(=C1)Cl)N1N=NC(=C1)Cl)=O 4-(Tert-Butoxy)-2-(4-(5-chloro-2-(4-chloro-1H-1,2,3-triazol-1-yl)phenyl)-2,5-dioxapiperazin-1-yl)butanoic acid methyl ester